4-isoxazoline O1NCC=C1